3-(6-amino-2-fluoro-8-((3-fluoro-6-iodo-2,3-dihydro-1H-inden-5-yl)methyl)-9H-purin-9-yl)-N-(tert-butyl)propanamide NC1=C2N=C(N(C2=NC(=N1)F)CCC(=O)NC(C)(C)C)CC=1C=C2C(CCC2=CC1I)F